C(C1=CC=CC=C1)OC1=CC(=C(C=C1)C=1CCNCC1)F 4-(4-benzyloxy-2-fluoro-phenyl)-1,2,3,6-tetrahydropyridine